F[C@@H]1CN(CC[C@@H]1NC1=NN2C(C(=N1)OC([2H])([2H])[2H])=C(C=C2)C=2C=CC1=C(N(N=N1)CCF)C2)C(C)=O 1-((3R,4S)-3-fluoro-4-((5-(1-(2-fluoroethyl)-1H-benzo[d][1,2,3]triazol-6-yl)-4-(methoxy-d3)pyrrolo[2,1-f][1,2,4]triazin-2-yl)amino)piperidin-1-yl)ethan-1-one